diethyl((((3aR,4R,6R,6aS)-6-(1-(2-chloro-4-(cyclopentylamino)pyrrolo[2,1-f][1,2,4]triazin-7-yl) ethyl)-2,2-dimethyltetrahydrofuro[3,4-d][1,3]dioxol-4-yl)methoxy)methyl)phosphonate C(C)OP(OCC)(=O)COC[C@H]1O[C@@H]([C@@H]2OC(O[C@@H]21)(C)C)C(C)C2=CC=C1C(=NC(=NN12)Cl)NC1CCCC1